mono-sodium diacetate C(C)(=O)[O-].C(C)(=O)O.[Na+]